propanoic acid cyclobutyl ester C1(CCC1)OC(CC)=O